tert-butyl 4-oxo-2,3-dihydroquinoline-1-carboxylate O=C1CCN(C2=CC=CC=C12)C(=O)OC(C)(C)C